CC1(CC=2C=NC(=NC2C2=C1C(=NN2)C(=O)NC=2SC=C(N2)C)NC)C 4,4-dimethyl-8-(methylamino)-N-(4-methyl-1,3-thiazol-2-yl)-4,5-dihydro-1H-pyrazolo[4,3-H]quinazoline-3-carboxamide